N1=CC=C2N1C=CC(=N2)C2=CNC=1N=C(N=CC12)NC1CCN(CC1)C(C)=O 1-(4-((5-(pyrazolo[1,5-a]pyrimidin-5-yl)-7H-pyrrolo[2,3-d]pyrimidin-2-yl)amino)piperidin-1-yl)ethan-1-one